2-chloro-4-cyclopropyl-6-(dimethylamino)pyridine-3,5-dicarbonitrile ClC1=NC(=C(C(=C1C#N)C1CC1)C#N)N(C)C